2-carbomethoxy-3-(4-fluorophenyl)tropane C(=O)(OC)C1[C@H]2CC[C@@H](CC1C1=CC=C(C=C1)F)N2C